(S)-6-amino-2-(((benzyloxy)carbonyl)amino)-5,5-difluorohexanoic acid methyl ester COC([C@H](CCC(CN)(F)F)NC(=O)OCC1=CC=CC=C1)=O